N=1C=CC2C=CC(=CC12)C(=O)N1CCC(CC1)CN1N=C(C=CC1=O)N1N=CC=C1 2-((1-(3aH-indole-6-carbonyl)piperidin-4-yl)methyl)-6-(1H-pyrazol-1-yl)pyridazin-3(2H)-one